4,4'-bis(diphenylphosphinomethyl)-1,1'-biphenyl C1(=CC=CC=C1)P(C1=CC=CC=C1)CC1=CC=C(C=C1)C1=CC=C(C=C1)CP(C1=CC=CC=C1)C1=CC=CC=C1